CC1=C2C(C=COC2=CC=C1)=O 5-METHYLCHROMONE